COC1CC(C1)(C1=NN=CN1C)C=1C=C(C=CC1)N1C(C2=C(C(=C1)C(F)(F)F)C=C(N2)CNC2(CCC2)C)=O 6-(3-((1r,3r)-3-methoxy-1-(4-methyl-4H-1,2,4-triazol-3-yl)cyclobutyl)phenyl)-2-(((1-methylcyclobutyl)amino)methyl)-4-(trifluoromethyl)-1,6-dihydro-7H-pyrrolo[2,3-c]pyridin-7-one